C(CCC)C1C(=NN(C1(C(=O)NCCCN(C)C)C)C1=C(C=C(C=C1)F)F)C1=CC=C(C=C1)F 4-butyl-1-(2,4-difluorophenyl)-N-(3-(dimethylamino)propyl)-3-(4-fluorophenyl)-5-methyl-4,5-dihydro-1H-pyrazole-5-carboxamide